C(CCCCCCCCC(=O)[O-])(=O)[O-].[Ca+2] Calcium sebacat